C(C)(C)(C)OC(CN1CC(C(CC1)C1=CC=C2C(=NN(C2=C1)C)N1C(NC(CC1)=O)=O)(F)F)=O 2-(4-(3-(2,4-Dioxotetrahydropyrimidin-1(2H)-yl)-1-methyl-1H-indazol-6-yl)-3,3-difluoropiperidin-1-yl)acetic acid tert-butyl ester